(2E)-3-(3-aminocyclobutyl)-9,10-dimethoxy-2-[(2,4,6-trimethylphenyl)imino]-6H,7H-pyrimido[4,3-a]isoquinolin-4-one NC1CC(C1)N/1C(N2C(C3=CC(=C(C=C3CC2)OC)OC)=C\C1=N/C1=C(C=C(C=C1C)C)C)=O